3-(cyclopropyl-(hydroxy)methyl)quinoxalin-2(1H)-one C1(CC1)C(C=1C(NC2=CC=CC=C2N1)=O)O